7H-pyrrolo[2,3-d]pyrimidine-5-carboxylic acid propyl ester C(CC)OC(=O)C1=CNC=2N=CN=CC21